S1C(=NC2=C1C=CC=C2)C2=CC=C(C=C2)N(C2=CC=C(C=C2)C2=CC=C(C=C2)C2=CC=C(C=C2)N(C2=CC=CC=C2)C2=CC=C(C=C2)C=2SC1=C(N2)C=CC=C1)C1=CC=CC=C1 N,N'-bis{4-(benzothiazole-2-yl)phenyl}-N,N'-diphenyl-4,4''-diamino-1,1':4',1''-terphenyl